(R)-2-(4-cyclopropyl-6-methoxypyrimidin-5-yl)-4-(1-(3-fluoro-4-(5-methyl-3-(trifluoromethyl)-1H-pyrazol-1-yl)phenyl)ethyl)-6,7-dihydro-[1,2,4]triazolo[1,5-a]pyrimidin-5(4H)-one C1(CC1)C1=NC=NC(=C1C1=NN2C(N(C(CC2)=O)[C@H](C)C2=CC(=C(C=C2)N2N=C(C=C2C)C(F)(F)F)F)=N1)OC